1-bromo-2-chloro-4,6-difluorobenzene BrC1=C(C=C(C=C1F)F)Cl